FC(C1=NN(C=C1C(=O)NC(C1=C(C=CC=C1)C)C=1SC(=C(N1)C)C)C)F 3-(difluoromethyl)-N-((4,5-dimethylthiazol-2-yl)(o-tolyl)methyl)-1-methyl-1H-pyrazole-4-carboxamide